N-(2,3-difluorophenyl)thiourea FC1=C(C=CC=C1F)NC(=S)N